ClC1=NC=C(C(=C1)C1=C(C=NC(=C1)C)C(=O)NC=1SC(=NN1)C(NCCCO)=O)OC 2'-Chloro-N-{5-[(3-hydroxypropyl)carbamoyl]-1,3,4-thiadiazol-2-yl}-5'-methoxy-6-methyl-[4,4'-bipyridine]-3-carboxamide